FC=1C=C(C=CC1F)N1CC(C=2C1=NC=C(N2)C(=O)N2C(CN(CC2)C2=NC(=C(C(=O)OC)C(=C2)C)C)(C)C)(C)C methyl 6-(4-(5-(3,4-difluorophenyl)-7,7-dimethyl-6,7-dihydro-5H-pyrrolo[2,3-b]pyrazine-2-carbonyl)-3,3-dimethylpiperazin-1-yl)-2,4-dimethylnicotinate